3-(3-(1-methyl-1H-pyrazol-4-yl)pyrazolo[1,5-a]pyridin-5-yl)-5-((4-methylpiperazin-1-yl)methyl)-1H-pyrrolo[2,3-b]pyridine CN1N=CC(=C1)C=1C=NN2C1C=C(C=C2)C2=CNC1=NC=C(C=C12)CN1CCN(CC1)C